ClCCCCOC1=CC=C2C=CC(NC2=C1)=O 7-(4-chlorobutoxy)-quinolin-2(1H)-one